1-(4-chloro-3-nitrophenyl)-3-(3,4-dichlorophenyl)urea ClC1=C(C=C(C=C1)NC(=O)NC1=CC(=C(C=C1)Cl)Cl)[N+](=O)[O-]